ethyl rac-(2S,3S,5R)-3-(3,4-difluoro-2-methoxyphenyl)-5-(trifluoromethyl)tetrahydrofuran-2-carboxylate FC=1C(=C(C=CC1F)[C@H]1[C@H](O[C@H](C1)C(F)(F)F)C(=O)OCC)OC |r|